5-Bromo-1-methyl-3-(1-methyl-1H-pyrazol-3-ylamino)pyridin-2(1H)-one BrC=1C=C(C(N(C1)C)=O)NC1=NN(C=C1)C